7-(3-fluorophenyl)-2-[3-(6-methyl-2-pyridyl)-1H-pyrazol-4-yl]-1,5-naphthyridine FC=1C=C(C=CC1)C1=CN=C2C=CC(=NC2=C1)C=1C(=NNC1)C1=NC(=CC=C1)C